methyl 1-{2-chloro-5H,6H,7H-cyclopenta[d]pyrimidin-4-yl}azetidine-3-carboxylate ClC=1N=C(C2=C(N1)CCC2)N2CC(C2)C(=O)OC